(3R,4R)-ethyl 1-(2,4-dichloro-3-((1,4-dimethyl-6-(trifluoromethoxy)-1H-indol-3-yl)methyl)benzoyl)-3-methylpiperidine-4-carboxylate ClC1=C(C(=O)N2C[C@@H]([C@@H](CC2)C(=O)OCC)C)C=CC(=C1CC1=CN(C2=CC(=CC(=C12)C)OC(F)(F)F)C)Cl